C1(=CC=CC=C1)NC(\C=C\C)=O (E)-N-phenyl-2-butenamide